3-methyl-1-(1-methylpiperidin-4-yl)-5-oxo-N-phenyl-4,5-dihydro-1H-pyrazole-4-carboxamide CC1=NN(C(C1C(=O)NC1=CC=CC=C1)=O)C1CCN(CC1)C